ClC=1C=C(C(=NC1)N1CC(N(C2(CC(C2)C(=O)NC)C1=O)CC1=CC=C(C=C1)C(F)(F)F)=O)F (2r,4r)-8-(5-chloro-3-fluoropyridin-2-yl)-N-methyl-6,9-dioxo-5-(4-(trifluoromethyl)benzyl)-5,8-diazaspiro[3.5]nonane-2-carboxamide